C(C)(=O)C1C(C2=CC=C(C=C2C1=O)C#CC=1C=C2C(C(C(C2=CC1)=O)C(C)=O)=O)=O 2-acetyl-5-[2-(2-acetyl-1,3-dioxo-2,3-dihydro-1H-inden-5-yl)ethynyl]-2,3-dihydro-1H-indene-1,3-dione